N-[7-methoxy-4-(1-methyl-1H-pyrazol-4-yl)-1H-1,3-benzodiazol-2-yl]-1-(2-methoxyethyl)-1H-1,2,3-triazole-4-carboxamide COC1=CC=C(C2=C1NC(=N2)NC(=O)C=2N=NN(C2)CCOC)C=2C=NN(C2)C